1-(3,3-difluoro-4-hydroxy-1-azaspiro[4.4]nonan-1-yl)hexane-1,2-dione FC1(CN(C2(C1O)CCCC2)C(C(CCCC)=O)=O)F